[13C](N)(O)=O carbamic acid-13C